3,5-dinitrobenzyl (tert-butoxycarbonyl)-L-alaninate C(C)(C)(C)OC(=O)N[C@@H](C)C(=O)OCC1=CC(=CC(=C1)[N+](=O)[O-])[N+](=O)[O-]